C1(CC1)C=1C=C2C(N3C(=NC2=CC1)C(=CC(=C3)C)C(=O)O)=O 2-cyclopropyl-8-methyl-11-oxo-11H-pyrido[2,1-b]Quinazoline-6-carboxylic acid